(4-((3-chloroimidazo[1,2-a]pyridin-7-yl)oxy)-3-methylphenyl)-5-iodopyrimidin-4-amine ClC1=CN=C2N1C=CC(=C2)OC2=C(C=C(C=C2)C2=NC=C(C(=N2)N)I)C